3-((3-(3-Methyl-3H-diazirin-3-yl)propyl)thio)propanoic acid CC1(N=N1)CCCSCCC(=O)O